tert-butyl (1S,4R,5R)-2-oxo-4-(prop-1-en-2-yl)-3,8-diazabicyclo[3.2.1]octane-8-carboxylate O=C1[C@@H]2CC[C@H]([C@H](N1)C(=C)C)N2C(=O)OC(C)(C)C